octaphenyl-cyclotetra-siloxane C1(=CC=CC=C1)[Si]1(O[Si](O[Si](O[Si](O1)(C1=CC=CC=C1)C1=CC=CC=C1)(C1=CC=CC=C1)C1=CC=CC=C1)(C1=CC=CC=C1)C1=CC=CC=C1)C1=CC=CC=C1